CS(=O)(=O)OC1=CC(=CC=C1)Cl 3-chlorophenyl methanesulfonat